3-({[(4R)-7-[(2,4-difluorophenyl)(methyl)amino]-3,4-dihydro-2H-1-benzopyran-4-yl]methyl}amino)pyridine-4-carboxylic acid FC1=C(C=CC(=C1)F)N(C1=CC2=C([C@@H](CCO2)CNC=2C=NC=CC2C(=O)O)C=C1)C